(-)-(4aR,8aS)-6-(4-(4-Chloro-3-fluorobenzyl)piperidine-1-carbonyl)hexahydro-2H-pyrido[4,3-b][1,4]oxazin-3(4H)-one ClC1=C(C=C(CC2CCN(CC2)C(=O)N2C[C@@H]3[C@@H](OCC(N3)=O)CC2)C=C1)F